CCCCCCC(CCC(CCC(CCC(CCC(CCC(CCC(CCC(CCC(CCCC(CCC=O)=O)=O)=O)=O)=O)=O)=O)=O)=O)=O octatriacontane-7,10,13,16,19,22,25,28,31,35,38-undecone